Cl.NC1=C(C=CC(=C1)C(=O)OC)B(O)O (2-AMINO-4-METHOXYCARBONYLPHENYL)BORONIC ACID HYDROCHLORIDE